1,4-Bis[(4-amidino)-phenoxymethyl]benzene dihydrochloride Cl.Cl.C(N)(=N)C1=CC=C(OCC2=CC=C(C=C2)COC2=CC=C(C=C2)C(N)=N)C=C1